3-((6-(2-Aminopyridin-4-yl)-1-oxoisoquinolin-2(1H)-yl)methyl)-5-fluoro-N-(oxetan-3-yl)benzamide NC1=NC=CC(=C1)C=1C=C2C=CN(C(C2=CC1)=O)CC=1C=C(C(=O)NC2COC2)C=C(C1)F